C(C)(C)(C)NS(=O)(=O)C=1C=CC(=NC1)[C@@H]1C([C@H]1C(=O)O)(C)C |r| Racemic-trans-3-[5-(tert-butylsulfamoyl)pyridin-2-yl]-2,2-dimethylcyclopropanecarboxylic acid